BrC1(C=C2C(C3=CC(C=CC3=C2C=C1)(Br)Br)(CCOCCOCCOC)CCOCCOCCOC)Br 2,7-dibromo-9,9-bis(2-(2-(2-methoxyethoxy)ethoxy)ethyl)2,7-dibromofluorene